6,6-Dimethyl-tetrahydropyran-2-one CC1(CCCC(O1)=O)C